CN[C@H]1CN(CC1)C1=NC(=NC2=C1OCC1C(N2)CCC1)N 4-[(3R)-3-(methylamino)pyrrolidin-1-yl]-6a,7,8,9,9a,10-hexahydro-6H-cyclopenta[e]pyrimido[5,4-b][1,4]oxazepin-2-amine